6-methoxybenzo[d]thiazole COC1=CC2=C(N=CS2)C=C1